7-{[2-(4-chlorophenyl) imidazo[1,2-a]pyridin-3-yl] methyl}-3-oxa-7,9-diazabicyclo[3.3.1]nonane-9-carboxylate ClC1=CC=C(C=C1)C=1N=C2N(C=CC=C2)C1CN1CC2COCC(C1)N2C(=O)[O-]